FC1=NC(=CC=C1C=1SC=2C(N(CCC2N1)C(=O)OC(C)(C)C)=O)N1C[C@H](CC1)F tert-butyl (S)-2-(2-fluoro-6-(3-fluoropyrrolidin-1-yl)pyridin-3-yl)-4-oxo-6,7-dihydrothiazolo[5,4-c]pyridine-5(4H)-carboxylate